trans-4-(3-(3-methoxy-4-((4-methylpiperazin-1-yl)methyl)styryl)-1H-indazol-6-yl)pyrimidin-2-amine COC=1C=C(/C=C/C2=NNC3=CC(=CC=C23)C2=NC(=NC=C2)N)C=CC1CN1CCN(CC1)C